C(C1=CC=CC=C1)SC1=CC(=CC=2C(COC21)=O)Cl 7-(benzylsulfanyl)-5-chloro-2H-1-benzofuran-3-one